O[C@H](CNC(OC(C)(C)C)=O)C1=CC(=C(C=C1)O)[N+](=O)[O-] tert-butyl (S)-(2-hydroxy-2-(4-hydroxy-3-nitrophenyl)ethyl)carbamate